(3-(3-cyclopropyl-5-((2-fluoro-4-iodophenyl)amino)-6,8-dimethyl-2,4,7-trioxo-3,4,6,7-tetrahydropyrido[4,3-d]pyrimidin-1(2H)-yl)phenyl)acetamide C1(CC1)N1C(N(C=2C(C1=O)=C(N(C(C2C)=O)C)NC2=C(C=C(C=C2)I)F)C=2C=C(C=CC2)CC(=O)N)=O